Tert-butyl 3-(5-{2-[diisopropylcarbamoyl]phenyl}pyrrolo[2,1-f][1,2,4]triazin-7-yl)pyrrolidine-1-carboxylate C(C)(C)N(C(=O)C1=C(C=CC=C1)C=1C=C(N2N=CN=CC21)C2CN(CC2)C(=O)OC(C)(C)C)C(C)C